C(=O)(OC(C)(C)C)N1C(CCCC1)C(=O)O N-BocPipecolic Acid